N[C@@H]1CC[C@H](CC1)C1(OC=2C(=C(C=3CCN(C(C3C2C)=O)CC=2C(NC(=CC2C)C)=O)C)O1)C 2-(trans-4-aminocyclohexyl)-6-((4,6-dimethyl-2-oxo-1,2-dihydropyridin-3-yl)methyl)-2,4,9-trimethyl-7,8-dihydro-[1,3]dioxolo[4,5-g]isoquinolin-5(6H)-one